N-(5-fluoropyridin-2-yl)-2-{2-[(+-)-1-methylpyrrolidin-3-yl]-5,8-dioxo-6-(propan-2-yl)-5,6,7,8-tetrahydro-4H-pyrazolo[1,5-a]pyrrolo[3,4-d]pyrimidin-4-yl}acetamide FC=1C=CC(=NC1)NC(CN1C=2N(C(C3=C1C(N(C3)C(C)C)=O)=O)N=C(C2)[C@H]2CN(CC2)C)=O |r|